C(C=O)(=O)O.OCC(=O)[C@@H](O)[C@@H](O)CO L-ribulose glyoxylate